5-ethyl-1,5-nonadiene C(C)C(CCC=C)=CCCC